N1=NC(=CC=C1)C1=CC=C(C=C1)NC1=CC(=CC=C1)C1=NC2=C(N1)C=C(C=C2)OC(F)(F)F N-(4-(pyridazin-3-yl)phenyl)-3-(6-(trifluoromethoxy)-1H-benzo[d]imidazol-2-yl)aniline